Cl.N1[SiH2]CCCC1 silapiperidine hydrochloride